3-methoxy-4-hydroxybenzylideneacetone potassium [K].COC=1C=C(C=CC(C)=O)C=CC1O